3-(4-(diphenylamino)phenyl)-9,9-dimethyl-9H-fluoren-2-amine C1(=CC=CC=C1)N(C1=CC=C(C=C1)C=1C(=CC=2C(C3=CC=CC=C3C2C1)(C)C)N)C1=CC=CC=C1